(R)-3-(3-((5-chloro-4-(1H-indol-3-yl)pyrimidin-2-yl)amino)pyrrolidin-1-yl)propyl methanesulfonate CS(=O)(=O)OCCCN1C[C@@H](CC1)NC1=NC=C(C(=N1)C1=CNC2=CC=CC=C12)Cl